1-[4-(4-fluorophenyl)-5-tetrahydropyran-4-yl-2,4,10,11-tetrazatricyclo[7.3.0.03,7]dodeca-1(9),2,5,7,11-pentaen-10-yl]ethanone FC1=CC=C(C=C1)N1C2=NC=3C=NN(C3C=C2C=C1C1CCOCC1)C(C)=O